C(C)OC(=O)C=1C=NC2=C(C(=CC=C2C1O)F)Br 8-Bromo-7-fluoro-4-hydroxyquinoline-3-carboxylic acid ethyl ester